2-[(ethoxycarbonyl)amino]sulfonyl-N,N-dimethyl-nicotinamide C(C)OC(=O)NS(=O)(=O)C1=C(C(=O)N(C)C)C=CC=N1